O=C1NC(CC[C@@H]1C1=C2C(NC(C2=CC=C1F)=O)=O)=O [(3R)-2,6-dioxopiperidin-3-yl]-5-fluoroisoindole-1,3-dione